BrC1=C(C(=C(C(=C1)Cl)NC(OC(C)(C)C)=O)[N+](=O)[O-])F tert-butyl (4-bromo-6-chloro-3-fluoro-2-nitrophenyl)carbamate